4-(benzylthio)-2-cyano-1-((2-(trimethylsilyl)ethoxy)methyl)-benzimidazole C(C1=CC=CC=C1)SC1=CC=CC=2N(C(=NC21)C#N)COCC[Si](C)(C)C